COC1=C(SC=C1)CO (3-methoxythiophen-2-yl)methanol